N-((3-fluoropyridin-2-yl)methyl)-2-(2-((2-(1-(2-morpholino-ethyl)-6,7-dihydro-1H-[1,4]dioxino[2',3':4,5]benzo[1,2-d]imidazol-2-yl)ethyl)amino)ethyl)-oxazolo[4,5-c]pyridin-4-amine FC=1C(=NC=CC1)CNC1=NC=CC2=C1N=C(O2)CCNCCC2=NC1=C(N2CCN2CCOCC2)C=C2C(=C1)OCCO2